ClC1=C(C(=CC=C1)Cl)C1=CC2=C(N=C(N=C2)NC2=CC=C(C=N2)O[C@H]2C[C@@H](CC2)NC(OC(C)(C)C)=O)N(C1=O)C tert-butyl N-[(1R,3R)-3-[[6-[[6-(2,6-dichlorophenyl)-8-methyl-7-oxo-pyrido[2,3-d]pyrimidin-2-yl]amino]-3-pyridyl]oxy]cyclopentyl]carbamate